COC1=CC=CC=C1C(=O)NC2=CC=C(C=C2)I N-(4-iodophenyl)-2-methoxybenzamide